(3S)-3-{[2-(3-methoxyphenyl)-7-methyl[1,2,4]triazolo[1,5-c]quinazolin-5-yl]amino}azepan-2-one COC=1C=C(C=CC1)C1=NN2C(=NC=3C(=CC=CC3C2=N1)C)N[C@@H]1C(NCCCC1)=O